BrC1=CC=CN2C(=CC=C12)C(=O)C1=CC=C(C=C1)[N+](=O)[O-] (8-bromoindolizin-3-yl)(4-nitrophenyl)methanone